((2R,3S,4R,5R)-5-(4-aminopyrrolo[2,1-f][1,2,4]triazin-7-yl)-5-cyano-3,4-dihydroxytetrahydrofuran-2-yl)methyl ((R)-2-(cyclohexylmethoxy)-3-(octadecyloxy)propyl) hydrogen phosphate P(=O)(OC[C@H]1O[C@@]([C@@H]([C@@H]1O)O)(C#N)C1=CC=C2C(=NC=NN21)N)(OC[C@@H](COCCCCCCCCCCCCCCCCCC)OCC2CCCCC2)O